C1(=CC=CS1)C(=O)C(C(=O)O)(C)C1=CC=CC=C1 thenoylphenylpropionic acid